C(#N)C1=CC(=C(C=C1)[C@@H]1C(=C(NC2=C(C=NC(=C12)OCC)C)C)C(=O)OCC1=CC=C(C=C1)C)OC (S)-4-methylbenzyl 4-(4-cyano-2-methoxyphenyl)-5-ethoxy-2,8-dimethyl-1,4-dihydro-1,6-naphthyridine-3-carboxylate